((tert-butyl-dimethylsiloxy)methyl)-2-(chloromethyl)imidazo[1,2-a]pyridine O([Si](C)(C)C(C)(C)C)CC1=C(N=C2N1C=CC=C2)CCl